COCC1=C(C=CC(=C1)N)N 2-methoxymethyl-para-phenylenediamine